(Z)-N-(3-benzyl-5-(hydroxymethyl)thiazol-2(3H)-ylidene)-1H-pyrrolo[2,3-b]pyridine-4-carboxamide C(C1=CC=CC=C1)N1/C(/SC(=C1)CO)=N/C(=O)C=1C2=C(N=CC1)NC=C2